O1COC=2C(=NC=CC21)CN2[C@H](C[C@@H](C2)F)C(=O)NC=2C=NC(=NC2)C2CC2 (2R,4S)-1-([1,3]dioxolo[4,5-c]pyridin-4-ylmethyl)-N-(2-cyclopropylpyrimidin-5-yl)-4-fluoropyrrolidine-2-carboxamide